1-((12aS)-10-Chloro-9-(5-methyl-1H-indazol-4-yl)-3,4,12,12a-tetrahydro-6H-benzo[f]pyrazino[2,1-c][1,4]oxazepin-2(1H)-yl)prop-2-en-1-one ClC1=C(C=CC=2CN3[C@H](COC21)CN(CC3)C(C=C)=O)C3=C2C=NNC2=CC=C3C